N'-methyl-N,N''-diisopropyldiethylenetriamine CN(CCNC(C)C)CCNC(C)C